10-(R)-camphorsulfonic acid C12(C(=O)CC(CC1)C2(C)C)CS(=O)(=O)O